ClC=1C=C(C=CC1OC1=CC(=CC=C1)C(F)(F)F)C1=NC2=CC(=C(C=C2C(=N1)N)OC)OCC1CCN(CC1)C (3-chloro-4-(3-(trifluoromethyl)phenoxy)phenyl)-6-methoxy-7-((1-methylpiperidin-4-yl)methoxy)quinazolin-4-amine